CN([C@@H]1CN(CC1)C(=O)C1CCN(CC1)C(=O)C1=NNC(=C1)C1=CC=NC=C1)C (3S)-N,N-dimethyl-1-{1-[5-(pyridin-4-yl)-1H-pyrazole-3-carbonyl]piperidin-4-carbonyl}pyrrolidin-3-amine